tertbutyl (3-(2-amino-4-bromo-5-chlorophenyl)prop-2-yn-1-yl)carbamate NC1=C(C=C(C(=C1)Br)Cl)C#CCNC(OC(C)(C)C)=O